N6-benzoyl-7-deaza-2'-methoxyadenosine C(C1=CC=CC=C1)(=O)NC=1C=2C=CN([C@H]3[C@](O)([C@H](O)[C@@H](CO)O3)OC)C2N=CN1